C(C1=CC=CC=C1)OC1=C(N2C(C3=CC(=CC=C13)OC1=CC=CC=C1)=NC=N2)C(=O)O 6-benzyloxy-9-phenoxy-[1,2,4]triazolo[5,1-a]isoquinoline-5-carboxylic acid